CP1(C=C(CC1)C)=O 1,3-dimethyl-1-oxophospholene